BrC=1C=C2C(=NC1)NC([C@@]21CC2=C(C=NC(=C2)C(=O)OC)C1)=O methyl (R)-5'-bromo-2'-oxo-1',2',5,7-tetrahydrospiro[cyclopenta[c]pyridine-6,3'-pyrrolo[2,3-b]pyridine]-3-carboxylate